BrC1=CC(=C(CC=2N(C3=C(N2)SC(=C3)C(=O)OC)C[C@H]3OCC3)C=C1)F methyl (S)-2-(4-bromo-2-fluorobenzyl)-1-(oxetan-2-ylmethyl)-1H-thieno[2,3-d]imidazole-5-carboxylate